7-isopropyl-9-oxo-10-thioxo-9,10-dihydro-anthracene-2-yl-diphenyl-sulfonium (Z)-8-dodecen-1-ylacetate C(CCCCCC\C=C/CCC)CC(=O)[O-].C(C)(C)C1=CC=C2C(C=3C=CC(=CC3C(C2=C1)=O)[S+](C1=CC=CC=C1)C1=CC=CC=C1)=S